C(C1=CC=CC=C1)OC(CCCCC=O)=O Benzyl-6-oxo-hexanoate